BrC=1C(=NC(=NC1)C)OC 5-bromo-4-methoxy-2-methyl-pyrimidine